3-chloro-2-methoxy-benzoic acid ClC=1C(=C(C(=O)O)C=CC1)OC